1,5,7-trimethyl-3-((6-(3-methylphenyl)-3-azabicyclo[4.1.0]hept-3-yl)carbonyl)-1,5-dihydro-4H-pyrrolo[3,2-c]pyridin-4-one CN1C=C(C=2C(N(C=C(C21)C)C)=O)C(=O)N2CC1CC1(CC2)C2=CC(=CC=C2)C